dichloro-5,5'-diaminobiphenyl ClC=1C(=C(C=C(C1)N)C1=CC=CC(=C1)N)Cl